5-(((5-fluoro-2,3-dihydrobenzofuran-4-yl)methyl)amino)-8-(tetrahydro-2H-pyran-4-yl)imidazo[1,2-c]pyrimidine-2-carboxamide FC=1C=CC2=C(CCO2)C1CNC1=NC=C(C=2N1C=C(N2)C(=O)N)C2CCOCC2